methyl 4-chloro-2-fluoro-3-methoxybenzoate ClC1=C(C(=C(C(=O)OC)C=C1)F)OC